C1C=COC=2C=CC=3CC4CCCCC4OC3C21 7a,8,9,10,11,11a-hexahydro-1H,7H-pyrano[2,3-c]xanthene